4-[7-(1-cyano-1-methyl-ethyl)imidazo[1,2-a]pyridin-3-yl]-2-(difluoromethoxy)-N-(1-isopropylcyclopropyl)-6-methoxy-benzamide C(#N)C(C)(C)C1=CC=2N(C=C1)C(=CN2)C2=CC(=C(C(=O)NC1(CC1)C(C)C)C(=C2)OC)OC(F)F